(E)-4-(methylsulfonyl)but-3-en-2-amine 2,2,2-trifluoroacetate FC(C(=O)O)(F)F.CS(=O)(=O)/C=C/C(C)N